N-(3,5-dichloropyridin-4-yl)-4-(difluoromethoxy)-3-hydroxy-benzamide ClC=1C=NC=C(C1NC(C1=CC(=C(C=C1)OC(F)F)O)=O)Cl